(Sa)-6-(1-([1,1'-Biphenyl]-4-ylmethyl)-5-chloro-1H-indazol-7-carboxamido)spiro[3.3]heptan C1(=CC=C(C=C1)CN1N=CC2=CC(=CC(=C12)C(=O)NC1CC2(CCC2)C1)Cl)C1=CC=CC=C1